OC1=CC2=C(N=C(S2)S(=O)(=O)N)C=C1 6-hydroxy-2-benzothiazole-sulfonamide